(E)-2-{[(2-hydroxy-1-phenylethyl)imino]methyl}phenol OCC(C1=CC=CC=C1)\N=C\C1=C(C=CC=C1)O